NC=1C(=C(C=C2C=C(N=CC12)NC(=O)[C@@H]1[C@H](C1)C1=CC=NN1)C=1C=NC=CC1C)F (1S,2S)-N-(8-amino-7-fluoro-6-(4-methylpyridin-3-yl)isoquinolin-3-yl)-2-(1H-pyrazol-5-yl)cyclopropane-1-carboxamide